COC=1C=CC=2N(C1)N=CC2C2CCN(CC2)C(=O)OC(C(F)(F)F)(C)C 1,1,1-trifluoro-2-methylpropan-2-yl 4-{6-methoxypyrazolo[1,5-a]pyridin-3-yl}piperidine-1-carboxylate